CC1=C(C=C(C=C1)C1=CC=C(C=C1)O)[N+](=O)[O-] 4'-Methyl-3'-nitro-[1,1'-biphenyl]-4-ol